OC(C=O)(C)C(C1=CC=CC=C1)=O 2-hydroxy-2-benzoyl-1-propanone